C(C1=CC=CC=C1)N1CC(N2C1=C(C(=CC2=O)CN2CCCC1=CC=CC=C21)C2=CC(=CC=C2)C(F)(F)F)C(=O)O 1-benzyl-7-((3,4-dihydroquinolin-1(2H)-yl)methyl)-5-oxo-8-(3-(trifluoromethyl)phenyl)-1,2,3,5-tetrahydroimidazo[1,2-a]pyridine-3-carboxylic acid